(6S,8S)-8-(1-(difluoromethyl)-1H-pyrazol-3-yl)-2-fluoro-8-methyl-N-(4-(pyrimidin-2-yl)-3-(trifluoromethyl)phenyl)-7,8-dihydro-6H-cyclopenta[e]pyrazolo[1,5-a]pyrimidine-6-carboxamide FC(N1N=C(C=C1)[C@]1(C[C@@H](C=2C=NC=3N(C21)N=C(C3)F)C(=O)NC3=CC(=C(C=C3)C3=NC=CC=N3)C(F)(F)F)C)F